N-hydroxy-1-(1-(2-methoxyethyl)-1H-benzo[d]imidazol-2-yl)-1,2,3,4-tetrahydro-quinoline-6-carboxamide ONC(=O)C=1C=C2CCCN(C2=CC1)C1=NC2=C(N1CCOC)C=CC=C2